1-cyano-N-((1s,3s)-3-((5-(1-(2,2-difluoroethyl)-1H-benzo[d][1,2,3]triazol-6-yl)-4-methoxypyrrolo[2,1-f][1,2,4]triazin-2-yl)amino)-1-methylcyclobutyl)cyclopropane-1-carboxamide C(#N)C1(CC1)C(=O)NC1(CC(C1)NC1=NN2C(C(=N1)OC)=C(C=C2)C=2C=CC1=C(N(N=N1)CC(F)F)C2)C